2-(2-(1H-1,2,4-triazol-1-yl)ethoxy)-4-methylaniline N1(N=CN=C1)CCOC1=C(N)C=CC(=C1)C